N1N=CC2=CC(=CC=C12)C1=CCC(CN1C(=O)OC(C)(C)C)C tert-butyl 6-(1H-indazol-5-yl)-3-methyl-3,4-dihydropyridine-1(2H)-carboxylate